BrC=1C(=C(C=CC1)CNC(C1=C(C=C(C=C1Cl)F)Cl)=O)O N-[(3-Bromo-2-hydroxyphenyl)methyl]-2,6-dichloro-4-fluorobenzamide